(S)-2-(3-(3-(fluoro(4-methyl-4H-1,2,4-triazol-3-yl)methyl)oxetan-3-yl)phenyl)-6-((4-fluoropiperidin-1-yl)methyl)-4-(trifluoromethyl)isoindolin-1-one F[C@@H](C1(COC1)C=1C=C(C=CC1)N1C(C2=CC(=CC(=C2C1)C(F)(F)F)CN1CCC(CC1)F)=O)C1=NN=CN1C